N-Cyclohexyl-N'-tert-butylcarbodiimid C1(CCCCC1)N=C=NC(C)(C)C